FC(OC=1C=CC(=NC1)CC(=O)O)F 2-(5-(difluoromethoxy)pyridin-2-yl)acetic acid